C1=CC=CC2=CC3=C(N4C(C=5C=CC=NC35)=CC3=CC=CC=C34)C=C12 Indolo[2,1-f]naphtho[2,3-h][1,6]naphthyridine